N(=C=O)C(CCC(CCCCN=C=O)N=C=O)C 1,8-diisocyanato-4-isocyanato-methyl-octane